4-methyl-5-pentyl-2-((2R)-4,6,6-trimethylbicyclo[3.1.1]hept-3-en-2-yl)benzene-1,3-diol CC1=C(C(=C(C=C1CCCCC)O)[C@H]1C2C(C(C(=C1)C)C2)(C)C)O